C(C)(CCC)O s-pentyl alcohol